3-[1-oxo-5-[4-(piperazin-1-ylmethyl)-1-piperidyl]isoindolin-2-yl]piperidine-2,6-dione O=C1N(CC2=CC(=CC=C12)N1CCC(CC1)CN1CCNCC1)C1C(NC(CC1)=O)=O